FC(C1=NN=C(O1)C1=CC(=C(CN(C(=S)N2CCN(CC2)C)C2=CC=CC=C2)C=C1)F)F N-(4-(5-(difluoromethyl)-1,3,4-oxadiazol-2-yl)-2-fluorobenzyl)-4-methyl-N-phenylpiperazine-1-thioamide